O=C([C@@H](O)[C@H](O)[C@@H](O)[C@@H](O)CO)[O-] L-Gluconate